2,3,7,8-tetraaminodibenzop-dioxin NC1=CC2=C(OC3=C(O2)C=C(C(=C3)N)N)C=C1N